2-oxo-3-(piperidin-4-yl)-2,3-dihydro-1H-benzo[d]imidazole-4-sulfonamide O=C1N(C2=C(N1)C=CC=C2S(=O)(=O)N)C2CCNCC2